C1(=CC=C(C=C1)[C@H]1[C@H](C1)/C=C/C1=CC=C(C=C1)C1=CC=CC=C1)C 4-((E)-2-((1r,2r)-2-(p-tolyl)cyclopropyl)vinyl)-1,1'-biphenyl